P(O)(=O)(OP(=O)(O)OP(=O)(O)O)OC[C@@H]1[C@H](C[C@@H](O1)N1C(=O)NC(=O)C(=C1)CC=CNC(C1=CC=C(C=C1)C(C1=CC=CC=C1)=O)=O)O 5-[N-(4-benzoyl-benzoyl)-3-aminoallyl]-deoxyuridine triphosphate